FC1=CC=C(C(=O)N2[C@@H](C=3N(CC2)C(=NC3N3C(CCC3)=O)C3=NC(=NS3)CF)C)C=C1 (R)-1-(7-(4-fluorobenzoyl)-3-(3-(fluoromethyl)-1,2,4-thiadiazol-5-yl)-8-methyl-5,6,7,8-tetrahydroimidazo[1,5-a]pyrazin-1-yl)pyrrolidin-2-one